FC(OC1CN(C1)C1CCC(CC1)NC(=O)C1=CC2=C(N(N=C2C)CC(C)C)S1)F N-((1r,4r)-4-(3-(difluoromethoxy)-azetidin-1-yl)cyclohexyl)-1-isobutyl-3-methyl-1H-thieno[2,3-c]pyrazole-5-carboxamide